(6R,7R)-7-[2-(furan-2-yl)-2-(methoxyimino)acetamido]-3-carbamoyloxymethyl-8-oxo-5-thia-1-azabicyclo[4.2.0]oct-2-ene-2-carboxylic acid sodium salt [Na+].O1C(=CC=C1)C(C(=O)N[C@H]1[C@H]2SCC(=C(N2C1=O)C(=O)[O-])COC(N)=O)=NOC